(E)-2-(2-bromostyryl)-3-phenyl-1H-indole BrC1=C(/C=C/C=2NC3=CC=CC=C3C2C2=CC=CC=C2)C=CC=C1